trimethoxy(aminoethylaminopropyl)silane CO[Si](CCCNCCN)(OC)OC